CN(CCCOC(=O)C=1C=C(C=C(C(=O)NCCCN(CCCCCCCCC(=O)OC(CC)CCCCCC)CCCCCCCCC(=O)OC(CC)CCCCCC)C1)C(=O)NCCCN(CCCCCCCCC(=O)OC(CC)CCCCCC)CCCCCCCCC(=O)OC(CC)CCCCCC)C tetra(nonan-3-yl) 9,9',9'',9'''-((((5-((3-(dimethylamino)propoxy)carbonyl)isophthaloyl)bis(azanediyl))bis(propane-3,1-diyl))bis(azanetriyl))tetranonanoate